FC(C1=CN=C(N1)N)(F)F 5-trifluoromethyl-2-aminoimidazole